C1(C(CC2=CC=CC=C12)=O)=O 1H-indene-1,2(3H)-dione